C1(=CC=CC=C1)C(C)N1CCNCC1 1-[1-phenylethyl]piperazine